ketoindole O=C1N=C2C=CC=CC2=C1